4-(2-((3-(Ethylsulfonyl)-5-(3-(trifluoromethyl)phenyl)pyridin-2-yl)methylene)hydrazinyl)-6-(trifluoromethyl)-pyrimidine C(C)S(=O)(=O)C=1C(=NC=C(C1)C1=CC(=CC=C1)C(F)(F)F)C=NNC1=NC=NC(=C1)C(F)(F)F